C1(=CC=CC2=CC=CC=C12)CC(=O)O.C1(=CC=CC2=CC=CC=C12)CC(=O)O alpha-naphthylacetic acid (alpha-naphthaleneacetate)